C(C=C)N\C(=C/C(=O)OC)\C(C)C methyl (Z)-3-(allylamino)-4-methyl-2-pentenoate